[N+](=O)([O-])[O-].C([O-])(O)=O.[NH4+].[NH4+] ammonium bicarbonate nitrate